C(CC)(=O)O.C(CC)(=O)O.OC1=CC=C(C=C1)C(C)(C)C1=CC=C(C=C1)O bisphenol a dipropionate